BrC1=C(C=C(C(=C1Br)N)Br)N 2,3,5-tribromo-p-phenylenediamine